C(C)OC1=NC=C(C=N1)C1=CC=C(C(=N1)OC)NC(=O)C=1C(=NOC1C)C1=CC=CC=C1 N-[6-(2-ethoxypyrimidin-5-yl)-2-methoxy-3-pyridyl]-5-methyl-3-phenyl-isoxazole-4-carboxamide